C1(CCC(N1OC(CN1CCN(CCN(CCN(CC1)CC(=O)O)CC(=O)O)CC(=O)O)=O)=O)=O 1,4,7,10-tetraazacyclododecane-1,4,7,10-tetraacetic acid-succinimidyl ester